C1(CC1)C1=C(C(=NO1)C1=C(C=CC=C1Cl)Cl)CO[C@H]1[C@@H]2CN([C@H](C1)C2)C=2C=C1CCC(CC1=CC2)C(=O)OCC ethyl 6-((1S,4S,5R)-5-((5-cyclopropyl-3-(2,6-dichlorophenyl)isoxazol-4-yl)methoxy)-2-aza-bicyclo[2.2.1]heptan-2-yl)-1,2,3,4-tetrahydronaphthalene-2-carboxylate